C(C)C1=C(C=CC=C1)NC(C(=O)NC1=C(C=CC=C1)OCC)=O N-(2-ethylphenyl)-N'-(2-ethoxyphenyl)oxalic acid diamide